1-(4-methoxybenzyl)-3-(6-(2-phenylazetidin-1-carbonyl)spiro[3.3]hept-2-yl)urea COC1=CC=C(CNC(=O)NC2CC3(C2)CC(C3)C(=O)N3C(CC3)C3=CC=CC=C3)C=C1